4-(4-bromopyrazol-1-yl)tetrahydrofuran-3-ol BrC=1C=NN(C1)C1C(COC1)O